NC=1C=C(C=CC1N(CC(C)C)CC(C)C)C1(CC1)C#N 1-[3-amino-4-[bis(2-methylpropyl)amino]phenyl]cyclopropane-1-carbonitrile